C1(CC1)C1=NN(C(=C1)C(=O)N[C@@H](C)C1=NC(=NO1)C=1C=C(C=CC1)C)C (S)-3-cyclopropyl-1-methyl-N-(1-(3-(m-tolyl)-1,2,4-oxadiazol-5-yl)ethyl)-1H-pyrazole-5-carboxamide